1-[3-([4-chloro-8-methoxy-1H,2H,3H-cyclopenta[c]quinolin-7-yl]oxy)propyl]-3,3-dimethylpyrrolidine ClC1=NC=2C=C(C(=CC2C2=C1CCC2)OC)OCCCN2CC(CC2)(C)C